4-(bicyclo[3.1.0]hexan-3-yloxy)-3-fluoro-5-methylaniline C12CC(CC2C1)OC1=C(C=C(N)C=C1C)F